ClC1=CC=C(CN2N=C3C4=C(CCC3=C2)OC(=C4C)C(=O)NCC(=O)N4CCOCC4)C=C1 2-(4-chlorobenzyl)-8-methyl-N-[2-(morpholin-4-yl)-2-oxoethyl]-4,5-dihydro-2H-furo[2,3-g]indazole-7-carboxamide